N-(5-(1,1-dioxidoisothiazolidin-2-yl)-1H-indazol-3-yl)-2-(4-(piperidin-1-yl)phenyl)acetamide O=S1(N(CCC1)C=1C=C2C(=NNC2=CC1)NC(CC1=CC=C(C=C1)N1CCCCC1)=O)=O